ClC=1C(=NC=CC1)N1N=CC=C1C(F)(F)F 1-(3-chloropyridin-2-yl)-5-(trifluoromethyl)-1H-pyrazol